CC1C(CCC(=C1)C)=CNC1=C(C(=O)OC)C=CC=C1 methyl 2-((2,4-dimethylcyclohex-3-enylidene)methylamino)benzoate